COCC(CN)(C)C 3-methoxy-2,2-dimethylpropan-1-amine